3-(2-methyl-5-nitroquinolin-3-yl)piperidine-2,6-dione CC1=NC2=CC=CC(=C2C=C1C1C(NC(CC1)=O)=O)[N+](=O)[O-]